N1CCC(CCC1)OC1=C(C=C(C2=CC=CC=C12)Cl)C1=C2C(=NC=C1)C=C(S2)CN2C(C1C(C1C2=O)(C)C)=O 3-((7-(1-(azepan-4-yloxy)-4-chloronaphthalen-2-yl)thieno[3,2-b]pyridin-2-yl)methyl)-6,6-dimethyl-3-azabicyclo[3.1.0]hexane-2,4-dione